C(CCC)OC=C(C)C1=CC(=CC=C1)C(=COCCC(C)OC)C 1-(1-butoxyprop-1-en-2-yl)-3-(1-(3-methoxybutoxy)prop-1-en-2-yl)benzene